OC1([C@]2(OC(C(C1(O)O)(O)O)(C)C)OCC1=CC(=C(C=C12)C1=CC=C(C=C1)OCC)C#N)O (1S,3'R,4'S,5'S,6'R)-3',4',5'-Trihydroxy-6-(4-ethoxyphenyl)-6'-methyl-3',4',5'-trihydroxy-6'-methyl-3',4',5',6'-tetrahydro-3H-spiro-[isobenzofuran-1,2'-pyran]-5-nitril